N-(4-fluorophenethyl)-2-(9-methyl-9H-carbazol-2-yl)acetamide FC1=CC=C(CCNC(CC2=CC=3N(C4=CC=CC=C4C3C=C2)C)=O)C=C1